methyl 4-amino-3-hydroxybenzoate NC1=C(C=C(C(=O)OC)C=C1)O